5-(1-(3,5-Difluorophenyl)ethoxy)-3-(5-(1-(1-methylazetidin-3-yl)ethyl)-1,4,5,6-tetrahydropyrrolo[3,4-d]imidazol-2-yl)-1H-indazole FC=1C=C(C=C(C1)F)C(C)OC=1C=C2C(=NNC2=CC1)C1=NC2=C(N1)CN(C2)C(C)C2CN(C2)C